trans-2-nonadecene-1,19-dicarboxylic anhydride C1\C=C\CCCCCCCCCCCCCCCCC(=O)OC1=O